CC1CN(CC(C1)C)C=1C=C(N=NC1C)C=1C(NC(NC1)=O)=O 5-(5-(3,5-dimethylpiperidin-1-yl)-6-methylpyridazin-3-yl)pyrimidine-2,4(1H,3H)-dione